C1(=CC=CC=C1)C1=C(C=2NC3=CC=CC=C3C2C=C1)C1=C(C=CC=C1)N [(phenylcarbazolyl)phenyl]amine